N-(2-chloro-3-((5-chloro-3-methyl-4-oxo-3,4-dihydroquinazolin-6-yl)oxy)-4-fluorophenyl)-3-fluoroazetidine-1-sulfonamide ClC1=C(C=CC(=C1OC=1C(=C2C(N(C=NC2=CC1)C)=O)Cl)F)NS(=O)(=O)N1CC(C1)F